cis-4-(2-Amino-2-methylpropanoyl)-N-(1-(4-(((3,5-diaminocyclohexyl)(methyl)amino)methyl)phenyl)-2-oxo-1,2-dihydropyrimidin-4-yl)piperazine-1-carboxamide hydrochloride salt Cl.NC(C(=O)N1CCN(CC1)C(=O)NC1=NC(N(C=C1)C1=CC=C(C=C1)CN(C)C1CC(CC(C1)N)N)=O)(C)C